CN(C(C)=O)C N,N-Dimethyl-acetoamide